FC=1C=C(C=CC1)CNC(O)=O.FC1=C(C=CC(=N1)C(=O)NC([2H])([2H])[2H])N1CCN(CC1)CC=1C=C2NC(C=NC2=CC1)=O 6-fluoro-N-(methyl-d3)-5-(4-((3-oxo-4H-quinoxalin-6-yl)methyl)piperazin-1-yl)Pyridine-2-carboxamide 3-fluorophenylmethylcarbamate